ethyl (5Z)-undec-5-enoate C(CCC\C=C/CCCCC)(=O)OCC